(1s,3s)-3-(3-((1,1-dioxido-2,3-dihydrothieno[3,2-c]pyridin-4-yl)amino)-1H-pyrazol-5-yl)cyclobutyl isopropylcarbamate C(C)(C)NC(OC1CC(C1)C1=CC(=NN1)NC1=NC=CC2=C1CCS2(=O)=O)=O